C(C)OP(OCC)OCC triethoxyphosphine